N1=CC=CC=2C(=CC=CC12)C(=O)NCC1=NOC(C1)C(=O)N 3-((quinoline-5-carboxamido)methyl)-4,5-dihydroisoxazole-5-carboxamide